C(CCCC)OC(=O)C1C2C=CC(C1)C2 5-(n-pentyloxycarbonyl)-bicyclo[2.2.1]Hept-2-ene